ClC1=CC=CC=2N1N=C(C2)[C@@H]2N(CCC1=C2N=CN1)C1=NC=C(C=C1)C(F)(F)F (R)-4-(7-chloropyrazolo[1,5-a]pyridin-2-yl)-5-(5-(trifluoromethyl)pyridin-2-yl)-4,5,6,7-tetrahydro-1H-imidazo[4,5-c]pyridine